ClC1=C(C(=O)C2=CC=CC=C2)C(=CC=C1F)Cl 2,6-dichloro-3-fluorobenzophenone